N1=C(C=CC=C1)C[Ir+2] (picolyl)iridium (III)